N-((1S,4S)-4-((1-methyl-6-oxo-5-(trifluoromethyl)-1,6-dihydropyridazin-3-yl)amino)cyclohexyl)-1-(2,2,2-trifluoroethyl)-1H-pyrazole-4-carboxamide CN1N=C(C=C(C1=O)C(F)(F)F)NC1CCC(CC1)NC(=O)C=1C=NN(C1)CC(F)(F)F